C(#N)[C@H]1N([C@H]2C[C@H]2C1)C(CNC(=O)C1=CC=NC2=CC=C(C=C12)C(C)(C)F)=O N-(2-((1S,3S,5S)-3-Cyano-2-azabicyclo[3.1.0]hexan-2-yl)-2-oxoethyl)-6-(2-fluoropropan-2-yl)quinoline-4-carboxamide